O=C1NC(CCC1N1C(C2=CC=C(C=C2C1=O)OCCOCCN1CCN(CC1)C1CCC(CC1)NC1=NC=NC2=CC=C(C=C12)C#N)=O)=O 4-(((1r,4r)-4-(4-(2-(2-((2-(2,6-dioxopiperidin-3-yl)-1,3-dioxoisoindolin-5-yl)oxy)ethoxy)ethyl)piperazin-1-yl)cyclohexyl)amino)quinazoline-6-carbonitrile